methyl 2-(3-(2-((1S,2S,5R)-1-hydroxy-2-isopropyl-5-methylcyclohexane-1-carboxamido)ethyl)phenoxy)acetate O[C@@]1([C@@H](CC[C@H](C1)C)C(C)C)C(=O)NCCC=1C=C(OCC(=O)OC)C=CC1